OCC(CC1=NC=CC=C1)NC(=O)C1=CC2=CC=CC(=C2C=C1)OC1=CC=C(C=C1)C(F)(F)F N-[1-(hydroxymethyl)-2-(2-pyridyl)ethyl]-5-[4-(trifluoromethyl)phenoxy]naphthalene-2-carboxamide